2,4-diphenyl-8-(3-(4a,4b,8a,9a-tetrahydro-9H-carbazol-9-yl)triphenylen-2-yl)benzofuro[3,2-d]pyrimidine C1(=CC=CC=C1)C=1N=C(C2=C(N1)C1=C(O2)C=CC(=C1)C1=CC=2C3=CC=CC=C3C3=CC=CC=C3C2C=C1N1C2C=CC=CC2C2C=CC=CC12)C1=CC=CC=C1